C(=O)C=1C=C(C=C(C1O)C=O)C1=CC(=C(C(=C1)C=O)O)C=O 3,3',5,5'-tetraformyl-4,4'-biphenyldiol